(1-Methyl-1H-1,2,4-triazol-3-yl)methyl (1-((3-chloro-4-fluorophenyl)carbamoyl)-2-ethyl-2,4,5,6-tetrahydrocyclopenta[c]pyrrol-4-yl)carbamate ClC=1C=C(C=CC1F)NC(=O)C=1N(C=C2C1CCC2NC(OCC2=NN(C=N2)C)=O)CC